C[C@H]1N(CCOC1)C(=O)Cl (R)-3-methylmorpholine-4-carbonyl chloride